[(2R,3S,4R,5R)-5-(4-aminopyrrolo[2,1-f][1,2,4]triazin-7-yl)-5-cyano-3,4-dihydroxy-tetrahydrofuran-2-yl]methyl ethylsulfanylformate C(C)SC(=O)OC[C@H]1O[C@@]([C@@H]([C@@H]1O)O)(C#N)C1=CC=C2C(=NC=NN21)N